C(C=C)(=O)OCC1=C(C=C(C=C1CC1=C(C(=C(C=C1)C)C(C)(C)C)O)C)C(C)(C)C 2-tert-butyl-6-(3-tert-butyl-2-hydroxy-4-methylbenzyl)-4-methylbenzyl acrylate